C(CCC)N1C(N(C(C(C1=O)=C(N)N)=O)C1CCC2(CC3(C(N(C(N3CCO)=O)C)=O)C2)CC1)=O 1-butyl-5-(diaminomethylene)-3-((5R,7r,10R)-1-(2-hydroxyethyl)-3-methyl-2,4-dioxo-1,3-diazadispiro[4.1.57.15]tridecan-10-yl)pyrimidine-2,4,6(1H,3H,5H)-trione